ClC1=NC=C(C#N)C(=C1)N1CCC(CC1)(F)F 6-chloro-4-(4,4-difluoropiperidin-1-yl)nicotinonitrile